C1(=CC=CC=C1)[C@@]1(N(C[C@@H]([C@H]([C@@H]1O)O)O)CCC1=CSC=C1)CO phenyl-(2R,3R,4R,5S)-2-(hydroxymethyl)-1-(2-(thiophen-3-yl)ethyl)piperidine-3,4,5-triol